CC(C(C)O)CCCC 3-methylheptane-2-ol